1-Ethyl-2-(6-trifluoromethoxy-benzothiazol-2-ylamino)-1H-benzoimidazole-5-carboxylic acid [2-(4-methyl-piperazin-1-yl)-2-oxo-ethyl]-amide CN1CCN(CC1)C(CNC(=O)C1=CC2=C(N(C(=N2)NC=2SC3=C(N2)C=CC(=C3)OC(F)(F)F)CC)C=C1)=O